COC1OC(C(O1)CNC(CCC1=C(C(=C(C(=C1F)F)F)F)F)=O)CNC(CCC1=C(C(=C(C(=C1F)F)F)F)F)=O N,N'-((2-methoxy-1,3-dioxolane-4,5-diyl)bis(methylene))bis(3-(perfluorophenyl)propanamide)